(R)-(-)-3,4-Dihydroxy-α-(methylaminomethyl)benzyl alcohol CNC[C@@H](C1=CC(=C(C=C1)O)O)O